FC(C(=O)N1CC(C1)N1N=C(C2=NC=CC(=C21)C=2C=NC(=NC2)C#N)C2=CC=C(C=C2)C(F)(F)F)=C 5-(1-(1-(2-fluoroacryloyl)azetidin-3-yl)-3-(4-(trifluoromethyl)phenyl)-1H-pyrazolo[4,3-b]pyridin-7-yl)pyrimidine-2-carbonitrile